C(C)(=O)NC=1C(=C(C=CC1)C1=CC=C(C=C1)C(=O)O)C 3'-acetamido-2'-methyl-[1,1'-biphenyl]-4-carboxylic acid